2-(Acetyloxy)benzoic acid 2-methyl-4-oxo-4H-pyran-3-yl ester CC=1OC=CC(C1OC(C1=C(C=CC=C1)OC(C)=O)=O)=O